C(CCCCCCCCCCCCCCCCC)N[C@@H](CCC(=O)[O-])C(=O)[O-] N-stearyl-L-glutamate